n-hexane-d14 C(C(C(C(C(C([2H])([2H])[2H])([2H])[2H])([2H])[2H])([2H])[2H])([2H])[2H])([2H])([2H])[2H]